F[P-](F)(F)(F)(F)F.CN1CN(C=C1)CCC(C(C(C(C(C(F)(F)F)(F)F)(F)F)(F)F)(F)F)(F)F 1-Methyl-3-(3,3,4,4,5,5,6,6,7,7,8,8,8-tridecafluorooctyl)imidazol Hexafluorophosphat